octane-1,8-diylbis(4-hydroxy-3-methoxybenzoate) C(CCCCCCCC1=C(C(=O)[O-])C=CC(=C1OC)O)C1=C(C(=O)[O-])C=CC(=C1OC)O